C(CCCCCCC)S(=O)(=O)O\N=C\1/SC=C/C1=C(/C#N)\C1=C(C=CC=C1)C (Z)-2-((Z)-2-(octylsulfonyloxyimino)thiophene-3(2H)-ylidene)-2-o-tolylacetonitrile